ClC=1C(=C(C(=CC1)N1N=CN=N1)C=CC(=O)NC(C(=O)N(C1=CC=CC=C1)C)C1=CC=CC=C1)F 3-(3-chloro-2-fluoro-6-(2H-tetrazol-2-yl)phenyl)-N-(2-(methyl-(phenyl)amino)-2-oxo-1-phenylethyl)acrylamide